CC1CC2C(CC1COC(=O)C1CCCCC1C)O2 3,4-epoxy-6-methylcyclohexylmethyl-6-methylcyclohexanecarboxylate